(Z)-4-methoxy-N-(tosyloxy)iminobenzyl cyanide COC1=CC=C(/C(=N/OS(=O)(=O)C2=CC=C(C)C=C2)/C#N)C=C1